C(C)(C)(C)OC(CCCC=O)=O 5-oxopentanoic acid-(S)-tert-butyl ester